4-(bromomethyl)-2-fluorobenzenesulfonamide BrCC1=CC(=C(C=C1)S(=O)(=O)N)F